sodium 6-((tert-butoxycarbonyl)amino)-3-chloro-2-methylpyridine-4-thiolate C(C)(C)(C)OC(=O)NC1=CC(=C(C(=N1)C)Cl)[S-].[Na+]